1-Nonyl-3-ethylpiperidinium acetat C(C)(=O)[O-].C(CCCCCCCC)[NH+]1CC(CCC1)CC